ClCC(=O)NC=1C(=NC=C(C1)Cl)C(=O)C=1C=2C(=NNC2C=CC1)C 2-Chloro-N-(5-chloro-2-(3-methyl-1H-indazole-4-carbonyl)pyridin-3-yl)acetamide